C(C)(=O)N[C@H]1[C@H](O[C@@H]([C@H]([C@@H]1OC(C)=O)OC(C)=O)COC(C)=O)Cl 2-Acetamido-3,4,6-tri-O-acetyl-2-deoxy-α-D-glucopyranosyl chloride